8-Fluoro-3,4-dihydro-1H-spiro[naphthalene-2,2'-[1,3]dioxolan]-6-ol FC=1C=C(C=C2CCC3(OCCO3)CC12)O